NC1=NC2=C(C=3N1N=C(N3)C3=NC=CC=C3)C(=C(N2CCN2CCN(CC2)C2=C(C=CC(=C2)C=2OC=CN2)F)C(=O)O)C.C2(=CC=C(C=C2)C=O)C(C)C p-cumenealdehyde 5-amino-7-(2-(4-(2-fluoro-5-(oxazol-2-yl)phenyl)piperazin-1-yl)ethyl)-9-methyl-2-(pyridin-2-yl)-7H-pyrrolo[3,2-e][1,2,4]triazolo[1,5-c]pyrimidine-8-carboxylate